2-(3-carbamoyl-5-(pyrimidin-5-yloxy)-1H-indazol-1-yl)acetic acid C(N)(=O)C1=NN(C2=CC=C(C=C12)OC=1C=NC=NC1)CC(=O)O